C(C)OC1(C(N(C2=C1C=C1C(=NN=C(C1=C2)C)N[C@H](C)C2=C(C(=CC=C2)C(CO)(F)F)C)C)=O)C 3-ethoxy-1,3,8-trimethyl-5-[[(1R)-1-[3-(1,1-difluoro-2-hydroxy-ethyl)-2-methyl-phenyl]ethyl]amino]pyrrolo[3,2-g]phthalazin-2-one